2,4-dimethyl-6-(3-(methylamino)benzyl)-4,6-dihydro-5H-thiazolo[5',4':4,5]pyrrolo[2,3-d]pyridazin-5-one CC=1SC2=C(N(C=3C(N(N=CC32)CC3=CC(=CC=C3)NC)=O)C)N1